FC1=CC=C(C=C1)C(C=CC1=CC=C(C=C1)C#CC(C)(C)O)=O 1-(4-Fluorophenyl)-3-[4-(3-hydroxy-3-methylbut-1-ynyl)phenyl]prop-2-en-1-one